COC=1C=2N(C=C(C1)C1=NC=C(N=C1)N1CCNCC1)N=CC2C#N 4-methoxy-6-(5-(piperazin-1-yl)pyrazin-2-yl)pyrazolo[1,5-a]pyridine-3-carbonitrile